3-(3,7-Dimethyloctyl)-2-{2-[3'-trifluoromethyl-(1,1'-biphenyl)-3-yl]-2-oxoethyl}-4-methoxysalicylic acid CC(CCC=1C(C(C(=O)O)C=CC1OC)(O)CC(=O)C=1C=C(C=CC1)C1=CC(=CC=C1)C(F)(F)F)CCCC(C)C